8-chloro-3-(1-(5-chloro-3-(6-chloropyridin-3-yl)-4-fluoro-2-isopropoxyphenyl)ethyl)imidazo[1,5-a]Pyrazine ClC=1C=2N(C=CN1)C(=NC2)C(C)C2=C(C(=C(C(=C2)Cl)F)C=2C=NC(=CC2)Cl)OC(C)C